1-(2-((4,4-difluorocyclohexyl)amino)-6-(3,5-dimethyl-1H-pyrazol-1-yl)pyridin-4-yl)-2-(2-methyl-2H-1,2,3-triazol-4-yl)ethan-1-ol FC1(CCC(CC1)NC1=NC(=CC(=C1)C(CC1=NN(N=C1)C)O)N1N=C(C=C1C)C)F